ClC1=NC(=NC=C1I)N1C[C@@H](N(CC1)C1=NC=CC=N1)COC (R)-4-chloro-5-iodo-2-(3-(methoxymethyl)-4-(pyrimidin-2-yl)piperazin-1-yl)pyrimidine